(R)-1-(4-amino-3-iodophenyl)-N,N-dimethylpyrrolidin-3-amine NC1=C(C=C(C=C1)N1C[C@@H](CC1)N(C)C)I